1-methyl-2-((6-methyl-4,5,6,7-tetrahydrobenzo[d]thiazol-2-yl)amino)-1H-benzo[d]imidazole-5-carboxylic acid ethyl ester C(C)OC(=O)C1=CC2=C(N(C(=N2)NC=2SC3=C(N2)CCC(C3)C)C)C=C1